2-(4-fluorobenzylidene)-6-hydroxybenzofuran-3(2H)-one FC1=CC=C(C=C2OC3=C(C2=O)C=CC(=C3)O)C=C1